4-(2-Amino-2-methylpropanoyl)-N-(1-(3-((4-guanidinopiperidin-1-yl)methyl)phenyl)-2-oxo-1,2-dihydropyrimidin-4-yl)piperazine-1-carboxamide trifluoroacetate salt FC(C(=O)O)(F)F.NC(C(=O)N1CCN(CC1)C(=O)NC1=NC(N(C=C1)C1=CC(=CC=C1)CN1CCC(CC1)NC(=N)N)=O)(C)C